methyl 2-(3-(2-(4-(3-(2-hydroxyphenyl)-5-methyl-5H-pyrrolo[3,2-c]pyridazin-6-yl) piperidin-1-yl) pyrimidin-5-yl) isoxazol-5-yl)-3-methylbutanoate OC1=C(C=CC=C1)C1=CC2=C(N=N1)C=C(N2C)C2CCN(CC2)C2=NC=C(C=N2)C2=NOC(=C2)C(C(=O)OC)C(C)C